O1C2=C(OCC1)C=C(C=C2)N(CCC2NCCCC2)C2CC1=CC=CC=C1C2 2-[2-((2,3-Dihydrobenzo[b][1,4]dioxin-6-yl)(indan-2-yl)amino)ethyl]piperidine